N-[5-[4-[[4-[(2,6-dioxo-3-piperidyl)amino]phenyl]methyl]piperazin-1-yl]pentyl]-5-[rac-(2R)-2-(2,5-difluorophenyl)pyrrolidin-1-yl]pyrazolo[1,5-a]pyrimidine-3-carboxamide O=C1NC(CCC1NC1=CC=C(C=C1)CN1CCN(CC1)CCCCCNC(=O)C=1C=NN2C1N=C(C=C2)N2[C@H](CCC2)C2=C(C=CC(=C2)F)F)=O |r|